FC(C1=NC(=NO1)C1=CC=C(C(=O)O)C=C1)(F)F 4-(5-(trifluoromethyl)-1,2,4-oxadiazole-3-yl)benzoic acid